ethyl 1-[[5-[5-(trifluoromethyl)-1,2,4-oxadiazol-3-yl]-2-thienyl]methyl]pyrazole-3-carboxylate FC(C1=NC(=NO1)C1=CC=C(S1)CN1N=C(C=C1)C(=O)OCC)(F)F